ClC1C(N=C(NC1=O)C1=CC(=NC=C1)F)=O 5-chloro-2-(2-fluoro-pyridin-4-yl)-1H-pyrimidine-4,6-dione